(1R,3S,5S)-2,2-difluoro-8-azabicyclo[3.2.1]octan FC1([C@H]2CC[C@@H](CC1)N2)F